Butyl N6-(tert-butoxycarbonyl)lysinate C(C)(C)(C)OC(=O)NCCCC[C@H](N)C(=O)OCCCC